NCCCC(=O)NC1=CC(=C(C=C1)C(N)=N)C#CCN 4-amino-N-(3-(3-aminoprop-1-yn-1-yl)-4-carbamimidoylphenyl)butanamide